3-((11-(phenylthio)undecyl)thio)propan C1(=CC=CC=C1)SCCCCCCCCCCCSCCC